aporphine platinum [Pt].C1=CC=C2CCN(C)C3CC4=CC=CC=C4C1=C23